COC(\C=C\C1=CC=C(C=C1)C=O)=O (E)-3-(4-formylphenyl)prop-2-enoic acid methyl ester